N1-(2-(dimethylamino)ethyl)-5-methoxy-N4-(4-(5-methoxy-1H-indol-1-yl)pyrimidin-2-yl)-N1-methylbenzene-1,2,4-triamine CN(CCN(C=1C(=CC(=C(C1)OC)NC1=NC=CC(=N1)N1C=CC2=CC(=CC=C12)OC)N)C)C